N-(3-(2-(bicyclo[1.1.1]pentan-1-yl)-5-(2-chloropyrimidin-4-yl)thiazol-4-yl)-2-fluorophenyl)-2,6-difluorobenzenesulfonamide C12(CC(C1)C2)C=2SC(=C(N2)C=2C(=C(C=CC2)NS(=O)(=O)C2=C(C=CC=C2F)F)F)C2=NC(=NC=C2)Cl